[2-(OXAN-2-YLMETHOXY)PHENYL]BORANEDIOL O1C(CCCC1)COC1=C(C=CC=C1)B(O)O